tert-butyl-4-(2-((1-benzyl-4-fluoropiperidin-4-yl)methyl)-1-oxo-2,3-dihydro-1H-inden-5-yl)piperidine C(C)(C)(C)N1CCC(CC1)C=1C=C2CC(C(C2=CC1)=O)CC1(CCN(CC1)CC1=CC=CC=C1)F